7-(4-(((3s,4r)-4-(4-amino-5-chloro-2,3-dihydrobenzofuran-7-carboxamido)-3-methoxypiperidin-1-yl)methyl)piperidin-1-yl)-7-oxoheptanoic acid NC1=C(C=C(C2=C1CCO2)C(=O)N[C@H]2[C@H](CN(CC2)CC2CCN(CC2)C(CCCCCC(=O)O)=O)OC)Cl